[Ti].[Ag].[Cu] copper-silver-titanium